NCC=1C2=C(C(NN1)=O)C(=NC(=C2)C=2C=NN(C2C2=C(C=C1C(CC3(CC3)OC1=C2C#N)=O)F)C)NC([2H])([2H])[2H] 7-(4-(1-(aminomethyl)-5-((methyl-d3)amino)-4-oxo-3,4-dihydropyrido[3,4-d]pyridazin-7-yl)-1-methyl-1H-pyrazol-5-yl)-6-fluoro-4-oxospiro[chromen-2,1'-cyclopropane]-8-carbonitrile